C1N(CC12CNCCC2)C(=O)C=2C=C1C(=NNC1=CC2)C#CC2=C(C=CC=C2)C2=CC(=CC=C2)OC(F)(F)F (2,6-Diazaspiro[3.5]nonan-2-yl)(3-((3'-(trifluoromethoxy)-[1,1'-biphenyl]-2-yl)ethynyl)-1H-indazol-5-yl)methanone